N-(4-fluorophenyl)-N-(1-methylethyl)-2-[[5-(trifluoromethyl)-1,3,4-thiadiazol-2-yl]oxy]acetamide FC1=CC=C(C=C1)N(C(COC=1SC(=NN1)C(F)(F)F)=O)C(C)C